C(C(=C)C)(=O)[O-].[Ti+4].C(C(=C)C)(=O)[O-].C(C(=C)C)(=O)[O-].C(C(=C)C)(=O)[O-] titanium(IV) methacrylate